1-{[1-({3,4-difluoro-2-[(2-fluoro-4-iodophenyl)amino]phenyl}carbonyl)-3-hydroxyazetidin-3-yl]methyl}-3-nitroguanidine FC=1C(=C(C=CC1F)C(=O)N1CC(C1)(O)CNC(=N)N[N+](=O)[O-])NC1=C(C=C(C=C1)I)F